1,4-bis-trifluoromethylbenzene FC(C1=CC=C(C=C1)C(F)(F)F)(F)F